tert-butyl 2-isopropyl-7-oxo-6-[2-oxo-2-(pyrimidin-2-ylamino)ethyl]spiro[5H-pyrrolo[2,3-c]pyridine-4,1'-cyclopropane]-1-carboxylate C(C)(C)C1=CC2=C(C(N(CC23CC3)CC(NC3=NC=CC=N3)=O)=O)N1C(=O)OC(C)(C)C